NC1=NC(=C2N=CN(C2=N1)CC(=O)NC1=CC(=NN1CC)C)NCC1=NC2=C(N1)C=CC(=C2)C#N 2-(2-amino-6-(((5-cyano-1H-benzo[d]imidazol-2-yl)methyl)amino)-9H-purin-9-yl)-N-(1-ethyl-3-methyl-1H-pyrazol-5-yl)acetamide